O=C1NC(CCC1N1C(C2=CC=C(C=C2C1)C(=O)NC1=NC=C2C(=N1)N(N=C2)C(C)C)=O)=O 2-(2,6-dioxopiperidin-3-yl)-N-(1-isopropyl-1H-pyrazolo[3,4-d]pyrimidin-6-yl)-1-oxoisoindoline-5-carboxamide